tert-butyl (4-(2-((6-(6-oxo-1,6-dihydropyridazin-4-yl)-1-(tetrahydro-2H-pyran-2-yl)-1H-indazol-4-yl)amino)ethoxy)butyl)carbamate O=C1C=C(C=NN1)C1=CC(=C2C=NN(C2=C1)C1OCCCC1)NCCOCCCCNC(OC(C)(C)C)=O